N-(6-(Isoxazol-4-yl)-2-methoxypyridin-3-yl)-4-methyl-1-phenyl-1H-1,2,3-triazole-5-carboxamide O1N=CC(=C1)C1=CC=C(C(=N1)OC)NC(=O)C1=C(N=NN1C1=CC=CC=C1)C